BrC1=C(C=CC=2OC(OC21)(C)C2=C(C=C(C=C2)Cl)F)F 4-bromo-2-(4-chloro-2-fluorophenyl)-5-fluoro-2-methylbenzo[d][1,3]dioxolane